The molecule is an 18-membered cyclodepsipeptide having a 3-formamido-2-hydroxybenzoyl group attached to the amino terminus. It is isolated from an Alaskan Kitasatospora sp. and exhibits antineoplastic activity. It has a role as a metabolite and an antineoplastic agent. It is a cyclodepsipeptide, a member of phenols, a member of formamides and a member of benzamides. CC[C@H](C)[C@H]1C(=O)N[C@H](C(=O)C(C(=O)O[C@H](C(=O)O[C@@H]([C@@H](C(=O)O[C@H](C(=O)O1)C)NC(=O)C2=C(C(=CC=C2)NC=O)O)C)C(C)C)(C)C)CC(C)C